2-[(3,3-dimethyl-1-oxo-1,3-dihydro-2-benzofuran-5-yl)amino]-4-{[(1S)-2-hydroxy-1-phenylethyl]Amino}-N-[(pyridin-2-yl)methyl]Pyrimidine-5-carboxamide CC1(OC(C2=C1C=C(C=C2)NC2=NC=C(C(=N2)N[C@H](CO)C2=CC=CC=C2)C(=O)NCC2=NC=CC=C2)=O)C